FC=1C=C2C=3C(=NNC(C3C1)=O)C(C(N2)C2=C(C=C(C=C2)F)F)N2N=CN=C2C 5-fluoro-8-(2,4-difluorophenyl)-9-(5-methyl-1H-1,2,4-triazol-1-yl)-8,9-dihydro-2H-pyrido[4,3,2-de]phthalazin-3(7H)-one